N-{1-chloro-2-oxo-2-[4-(trifluoromethyl)phenyl]ethyl}benzamide ClC(C(C1=CC=C(C=C1)C(F)(F)F)=O)NC(C1=CC=CC=C1)=O